N-(1-(4-bromophenyl)ethyl)-N-methylcyclobutanecarboxamide BrC1=CC=C(C=C1)C(C)N(C(=O)C1CCC1)C